1-(tert-butyl)-N-((3-(4-(((3S,4R)-3-fluoro-1-methylpiperidin-4-yl)amino)-1-(2,2,2-trifluoroethyl)-1H-indol-6-yl)-1,2,4-oxadiazol-5-yl)methyl)-1H-pyrazole-4-carboxamide C(C)(C)(C)N1N=CC(=C1)C(=O)NCC1=NC(=NO1)C1=CC(=C2C=CN(C2=C1)CC(F)(F)F)N[C@H]1[C@H](CN(CC1)C)F